((R)-2-(2,3-Difluorophenyl)piperidin-1-yl)-2-fluoro-N-((R,E)-4-(methylsulfonyl)but-3-en-2-yl)benzamide FC1=C(C=CC=C1F)[C@@H]1N(CCCC1)C=1C(=C(C(=O)N[C@H](C)\C=C\S(=O)(=O)C)C=CC1)F